p-methoxybenzyl carbamate C(N)(OCC1=CC=C(C=C1)OC)=O